5-((1-(3-amino-5-(trifluoromethyl)phenyl)ethyl)carbamoyl)-2-oxopyridine NC=1C=C(C=C(C1)C(F)(F)F)C(C)NC(=O)C=1C=CC(NC1)=O